C(C)N1C=CC2=C1N=CN(C2=O)CC2(CCN(CC2)C(=O)[C@H]2[C@@H](CN(CC2)CC2=C(C=CC=C2)C)C2=CC=CC=C2)O 7-Ethyl-3-[(4-hydroxy-1-{[(3R,4R)-1-(2-methylbenzyl)-3-phenylpiperidin-4-yl]carbonyl}piperidin-4-yl)methyl]-3,7-dihydro-4H-pyrrolo[2,3-d]pyrimidin-4-one